FC1=C(C=C(C=C1)F)[C@H]1N(CC[C@H](C1)NC(=O)C1=NC=CC=C1)C(=O)N1CC2(CCCC2)[C@@H](CC1)CN1C=NC(=CC1=O)C1=CC=CC=C1 N-((2S,4R)-2-(2,5-difluorophenyl)-1-((R)-10-((6-oxo-4-phenylpyrimidin-1(6H)-yl)methyl)-7-azaspiro[4.5]decane-7-carbonyl)piperidin-4-yl)pyridineamide